3-hydroxy-2,2-dimethyl-propionaldehyde OCC(C=O)(C)C